P(O)(=O)(OP(=O)(O)OP(=O)(O)O)OC[C@@H]1[C@H]([C@H]([C@@H](O1)C1=CNC(=O)NC1=O)O)O pseudouridin e-5'-triphosphate